2-oxo(2-phenyl-1H-indol-3-yl)acetic acid O=C(C(=O)O)C1=C(NC2=CC=CC=C12)C1=CC=CC=C1